N-(5-(3-((5-Aminopentyl)hydroxycarbamoyl)propionamido)pentyl)-3-((5-(N-hydroxyacetamido)pentyl)carbamoyl)propionohydroxamic acid NCCCCCN(C(=O)CCC(=O)NCCCCCN(O)C(CCC(NCCCCCN(C(C)=O)O)=O)=O)O